BrC=1C=2C3=C(C(NC2C(=CC1OC)C)=O)SC=N3 9-bromo-8-methoxy-6-methylthiazolo[5,4-c]quinolin-4(5H)-one